1-cyclopropyl-6-fluoro-7-piperazin-1-yl-3-(3,4-dioxomethylenecinnamoyl)-quinolin-4(1H)-one C1(CC1)N1C=C(C(C2=CC(=C(C=C12)N1CCNCC1)F)=O)C(C=CC1=CC(C(C=C1)=C=O)=C=O)=O